NC=1C(=NN(C1N)C(C)C)CO 4,5-diamino-3-hydroxymethyl-1-isopropyl-pyrazole